BrC1=C(C=CC=C1)CCNC(C)=O N-[2-(2-bromophenyl)ethyl]acetamide